P(=O)(OC[N+](C)(C)CCC1=CNC2=CC=C(C=C12)OC)(O)[O-] ((2-(5-methoxy-1H-indol-3-yl)ethyl)dimethylammonio)methyl hydrogen phosphate